FC(OC=1C(=NC=CC1)N1N=CC(=C1)C(=O)O)(C1=CC=CC=C1)F 1-{3-[difluoro(phenyl)methoxy]pyridin-2-yl}-1H-pyrazole-4-carboxylic acid